7-fluoro-4-(8-fluoro-4-(piperazin-1-yl)-2-((tetrahydro-1H-pyrrolizin-7a(5H)-yl)methoxy)-6-(trifluoromethoxy)quinazolin-7-yl)benzo[d]thiazol-2-amine FC1=CC=C(C=2N=C(SC21)N)C2=C(C=C1C(=NC(=NC1=C2F)OCC21CCCN1CCC2)N2CCNCC2)OC(F)(F)F